FC1=C(C=CC=C1F)CN1C(CCC1=O)CC(=O)NCCC1=CC(=CC=C1)OC 2-[1-[(2,3-difluorophenyl)methyl]-5-oxopyrrolidin-2-yl]-N-[2-(3-methoxyphenyl)ethyl]acetamid